2-[3,4-Dichloro-10-(1-tetrahydropyran-2-ylpyrazol-4-yl)-6,7,8,9-tetrahydropyrido[1,2-a]indol-7-yl]ethanol trans-tert-butyl-((1r,4r)-4-(piperazin-1-yl)cyclohexyl)carbamate C(C)(C)(C)N(C(=O)OCCC1CCC=2N(C3=C(C(=CC=C3C2C=2C=NN(C2)C2OCCCC2)Cl)Cl)C1)[C@@H]1CC[C@H](CC1)N1CCNCC1